5-((1-(2-chloro-3-fluorophenyl)ethyl)amino)-N-((R,E)-4-(methylsulfonyl)but-3-en-2-yl)-4-(trifluoromethyl)pyrimidine-2-carboxamide ClC1=C(C=CC=C1F)C(C)NC=1C(=NC(=NC1)C(=O)N[C@H](C)\C=C\S(=O)(=O)C)C(F)(F)F